ClC1=CC=C(C=C1)[C@@]1(N(C(C2=CC(=CC(=C12)F)C(CN1CCN(CC1)C)(CC)O)=O)CC1=NC=C(C=N1)Cl)O[C@@H]1COCC1 (3R)-3-(4-chlorophenyl)-2-[(5-chloropyrimidin-2-yl)methyl]-4-fluoro-6-[2-hydroxy-1-(4-methylpiperazin-1-yl)butan-2-yl]-3-[(3S)-oxolan-3-yloxy]-2,3-dihydro-1H-isoindol-1-one